5-(4-ethoxyphenyl)thianthrene C(C)OC1=CC=C(C=C1)S1C=2C=CC=CC2SC2=CC=CC=C12